BrC=1C=2N(C=C(C1)C1CC1)C=C(N2)C(C2=NNC(=C2)C(=O)OCC)O ethyl 3-((8-bromo-6-cyclopropylimidazo[1,2-a]pyridin-2-yl)(hydroxy)methyl)-1H-pyrazole-5-carboxylate